6-[[5-[5-(difluoromethyl)-1,3,4-oxadiazol-2-yl]-4-[[(1S)-2-hydroxy-1-phenyl-ethyl]amino]pyrimidin-2-yl]amino]-1,1-dioxo-3,4-dihydro-2H-thiochromen-4-ol FC(C1=NN=C(O1)C=1C(=NC(=NC1)NC=1C=C2C(CCS(C2=CC1)(=O)=O)O)N[C@H](CO)C1=CC=CC=C1)F